COC=1C(=NC=C(C1)C(F)(F)F)NS(=O)(=O)C1=CNC(=C1)C1=NC=CC=C1 N-[3-methoxy-5-(trifluoromethyl)-2-pyridyl]-5-(2-pyridyl)-1H-pyrrole-3-sulfonamide